S1C(=NC2=C1C=CC=C2)NC(=O)C=2C=CC=C1CCN(CC21)C2=CC=C(C(=N2)C(=O)O)C=2C=NN(C2)CC(C)(C)C 6-[8-(1,3-benzothiazol-2-ylcarbamoyl)-3,4-dihydroisoquinolin-2(1H)-yl]-3-[1-(2,2-dimethylpropyl)-1H-pyrazol-4-yl]pyridine-2-carboxylic acid